3-(3-Fluoropyridin-2-yl)-N-(4-(trifluoromethyl)pyridin-2-yl)-1,2,4-oxadiazol FC=1C(=NC=CC1)C1N(OC=N1)C1=NC=CC(=C1)C(F)(F)F